C[C@H]1N(CCOC1)C1=CC(NC(=C1)C1=C2C=CC=NC2=CC=C1C)=O 4-[(3R)-3-methylmorpholin-4-yl]-6-(6-methyl-5-quinolyl)-1H-pyridin-2-one